(3R)-3-(2,6-dichloropyridin-4-yl)butanoylhydrazine bis(1-octyloxy-2,2,6,6-tetra-methyl-4-piperidyl)sebacate C(CCCCCCC)ON1C(CC(CC1(C)C)OC(CCCCCCCCC(=O)OC1CC(N(C(C1)(C)C)OCCCCCCCC)(C)C)=O)(C)C.ClC1=NC(=CC(=C1)[C@@H](CC(=O)NN)C)Cl